[Si](C)(C)(C(C)(C)C)OCC1=CC(=NN1CC(=O)OC)C methyl 2-[5-[[tert-butyl (dimethyl)silyl]oxymethyl]-3-methyl-pyrazol-1-yl]acetate